C(C)(C)(C)C=1C=C(C=2NC3=CC=C(C=C3C2C1)C(C)(C)C)C1=CC(=CC2=C1SC1=C2C=CC=C1)N1C2=CC=CC=C2C=2C=CC(=CC12)C1=CC=CC=C1 3,6-di-tert-butyl-1-(2-(2-phenyl-9H-carbazol-9-yl)dibenzo[b,d]thiophen-4-yl)-9H-carbazole